BrC=1C(=C(COC2=CC(=C(C=O)C=C2Cl)C)C=CC1)C 4-((3-bromo-2-methylbenzyl)oxy)-5-chloro-2-methylbenzaldehyde